C1(CCCC1)N(C(C(=O)OCC)=O)CC=O ethyl 2-(cyclopentyl (2-oxoethyl) amino)-2-oxoacetate